methyl 2-(2-methoxyphenyl)acetate COC1=C(C=CC=C1)CC(=O)OC